dimethyl-octadecyl-[3-(triethoxysilyl)propyl]ammonium chloride [Cl-].C[N+](CCC[Si](OCC)(OCC)OCC)(CCCCCCCCCCCCCCCCCC)C